8-methoxy-2-methylimidazo[1,2-a]pyridin-6-amine hydrochloride Cl.COC=1C=2N(C=C(C1)N)C=C(N2)C